C(C)C1C(C(C(C2=CC=CC=C12)CC)CCC)CCCC 1-ethyl-2-butyl-3-propyl-4-ethyltetraline